O1CCC(CC1)COC1=CC=C(C=C1)C1=C(CC2CCC(C1)N2CCC)COC2=CC=C1CNC(C1=C2)=O 6-({4-[4-(Oxan-4-ylmethoxy)phenyl]-9-propyl-9-azabicyclo[4.2.1]non-3-en-3-yl}methoxy)-2,3-dihydro-1H-isoindol-1-one